(S)-2-((S)-2-benzyloxycarbonylamino-3-tert-butoxy-butyrylamino)-4-tert-butoxycarbonylamino-butyric acid C(C1=CC=CC=C1)OC(=O)N[C@H](C(=O)N[C@H](C(=O)O)CCNC(=O)OC(C)(C)C)C(C)OC(C)(C)C